OC1=C(C(OC(=C1)C)=O)C(CCC(C)C)=O 4-hydroxy-6-methyl-3-(4-methyl-1-oxopentyl)-2H-pyran-2-one